N-((1,2,4-oxadiazol-3-yl)methyl)-4-(4-amino-6-(4-methacrylamido-phenyl)-7-methyl-7H-pyrrolo[2,3-d]pyrimidin-5-yl)benzamide O1N=C(N=C1)CNC(C1=CC=C(C=C1)C1=C(N(C=2N=CN=C(C21)N)C)C2=CC=C(C=C2)NC(C(=C)C)=O)=O